C1(=CC=CC=2OC3=C(C21)C=CC=C3)NC3=CC=C(C=C3)C3=CC=CC2=C3OC3=C2C=CC=C3 dibenzofuran-1-yl-(4-dibenzofuran-4-ylphenyl)amine